1-(pent-4-en-1-yl)-1H-indol C(CCC=C)N1C=CC2=CC=CC=C12